(4-(2-(2,6-dimethylpyridin-4-yl)-3-isopropyl-1H-indol-5-yl)piperidin-1-yl)(pyridin-3-yl)methanone CC1=NC(=CC(=C1)C=1NC2=CC=C(C=C2C1C(C)C)C1CCN(CC1)C(=O)C=1C=NC=CC1)C